CC(C(=O)N1N=CC2=CC3=C(C=C12)C(=C(N3C3=CC=C(C=C3)F)[Si](C)(C)C)C3=CC=C(C(=O)OC)C=C3)(C)C methyl 4-[1-(2,2-dimethylpropanoyl)-5-(4-fluorophenyl)-6-trimethylsilyl-pyrrolo[2,3-f]indazol-7-yl]benzoate